8-(4-(4-(4-(2,4-dioxotetrahydropyrimidin-1(2H)-yl)benzyl)piperazin-1-yl)piperidin-1-yl)-9-ethyl-6,6-dimethyl-11-oxo-6,11-dihydro-5H-benzo[b]carbazole-3-carbonitrile O=C1N(CCC(N1)=O)C1=CC=C(CN2CCN(CC2)C2CCN(CC2)C=2C(=CC3=C(C(C=4NC5=CC(=CC=C5C4C3=O)C#N)(C)C)C2)CC)C=C1